2-amino-2'-methoxybiphenyl NC1=C(C=CC=C1)C1=C(C=CC=C1)OC